C(C)(C)(C)OC(=O)N1[C@@H](COCC1)C=1C=C(C=C2CCN(CC12)C(=O)C1(CCOCC1)O)C=1C=C2C(=NC1)NC=C2C (R)-3-(2-(4-Hydroxytetrahydro-2H-pyran-4-carbonyl)-6-(3-methyl-1H-pyrrolo[2,3-b]pyridine-5-yl)-1,2,3,4-tetrahydroisoquinolin-8-yl)morpholine-4-carboxylic acid tert-butyl ester